4,4-bis(hydroxy-3,5-diiodophenyl)pentanoic acid OC1=C(C=C(C=C1I)I)C(CCC(=O)O)(C)C1=C(C(=CC(=C1)I)I)O